S1N=C(C2=C1C=CC=C2)N2CCN(CC2)C(=O)C=2OC(=CC2)CN2C(NC(C1=CC=CC=C21)=O)=O 1-((2-(4-(Benzo[d]isothiazol-3-yl)piperazine-1-carbonyl)furan-5-yl)methyl)quinazoline-2,4(1H,3H)-dione